(1S,5R)-3-(4-chlorophenyl)-3-hydroxy-bicyclo[3.1.0]Hexane-6-carbonitrile ClC1=CC=C(C=C1)C1(C[C@@H]2C([C@@H]2C1)C#N)O